FC=1C(=NC(=NC1C(F)(F)F)C)N1CC2(C1)CNCC2 2-(5-fluoro-2-methyl-6-(trifluoromethyl)pyrimidin-4-yl)-2,6-diazaspiro[3.4]octane